2-ethoxybenzamide hydrochloride Cl.C(C)OC1=C(C(=O)N)C=CC=C1